CN(CC(=O)NCC(=O)OC(C)(C)C)C1=CC=C2C(=N1)OC(C=C2C2=C(C=CC=C2)C)=O tert-butyl N-methyl-N-(2-oxo-4-(o-tolyl)-2H-pyrano[2,3-b]pyridin-7-yl)glycylglycinate